di(eicosyl)1,14-tetradecylenedicarboxylic acid C(CCCCCCCCCCCCCCCCCCC)C(CCCCCCCCCCCCCC(=O)O)(C(=O)O)CCCCCCCCCCCCCCCCCCCC